(2S)-2-methyl-4-[(1R)-2,2,3-trimethyl-3-cyclopenten-1-yl]-4-penten-1-ol C[C@H](CO)CC(=C)[C@@H]1C(C(=CC1)C)(C)C